(1,1-difluoro-2-hydroxyethyl)-4-hydroxycyclohexane-1-one FC(CO)(F)C1C(CCC(C1)O)=O